(S)-2-(1-((tert-butyldiphenylsilyl)oxy)propan-2-yl)-6-(4-chlorophenyl)-8-(1-methyl-1H-pyrazol-4-yl)-[1,2,4]triazolo[4,3-a]pyrazin-3(2H)-one [Si](C1=CC=CC=C1)(C1=CC=CC=C1)(C(C)(C)C)OC[C@H](C)N1N=C2N(C=C(N=C2C=2C=NN(C2)C)C2=CC=C(C=C2)Cl)C1=O